FC=1C(=C(C=NC1)NC(\C=C\C1=CC=C2C(=NN(C2=C1)C1OCC1)C)=O)C (2E)-N-(5-fluoro-4-methylpyridin-3-yl)-3-[3-methyl-1-(oxetan-2-yl)indazol-6-yl]prop-2-enamide